S(=O)([O-])[O-].[Na+].[Na+] sodium (sulfite)